NC1CCC(CC1)OC1=CC(=C(C#N)C=C1)Cl 4-(4-aminocyclohexyloxy)-2-chloro-benzonitrile